N-(3-carbamoyl-phenyl)-5-chloro-2-(4,4-difluoro-1-piperidyl)-4,6-dimethyl-pyridine-3-carboxamide C(N)(=O)C=1C=C(C=CC1)NC(=O)C=1C(=NC(=C(C1C)Cl)C)N1CCC(CC1)(F)F